CN1CCN(CC1)C=1C=CC(=NC1)NC=1C=NC2=CC=C(C=C2C1)C=1C(=NNC1)C1=NC(=CC=C1)C N-[5-(4-methylpiperazin-1-yl)-2-pyridyl]-6-[3-(6-methyl-2-pyridyl)-1H-pyrazol-4-yl]quinolin-3-amine